CC1=CC=CC=2N(C(=NC21)C2=CC=NC=C2)CCC2=CC=CC=C2 methyl-1-phenethyl-2-(pyridin-4-yl)-1H-benzo[d]Imidazole